C(C1=CC=CC=C1)N[C@H](C(=O)O)C(C)(C)S (R)-2-benzylamino-3-mercapto-3-methylbutanoic acid